BrC=1C=CC(=NC1CC)C(C#C)O (5-bromo-6-ethylpyridin-2-yl)prop-2-yn-1-ol